F[C@@]12[C@@H](CNCC1)CN(C2=O)C2=C(C=C(C(=O)O)C=C2)C(C)C 4-((3aS,7aR)-7a-fluoro-1-oxooctahydro-2H-pyrrolo[3,4-c]pyridin-2-yl)-3-isopropylbenzoic acid